2-(2-tritylsulfanylethyl)pyrrolidine C(C1=CC=CC=C1)(C1=CC=CC=C1)(C1=CC=CC=C1)SCCC1NCCC1